5-[(2,4,6-triethylphenoxymethylthio)methyl]-1,3,4-oxadiazol-2(3H)-one C(C)C1=C(OCSCC2=NNC(O2)=O)C(=CC(=C1)CC)CC